3-(4-((1H-indazol-5-yl)amino)pyrimidin-2-yl)-N-(1,1-dioxidotetrahydro-2H-thiopyran-4-yl)benzamide TFA salt OC(=O)C(F)(F)F.N1N=CC2=CC(=CC=C12)NC1=NC(=NC=C1)C=1C=C(C(=O)NC2CCS(CC2)(=O)=O)C=CC1